4-(5-(4-fluoro-2,6-bis(methyl-d3)phenoxy)-1-methyl-2-oxo-1,2-dihydropyridin-4-yl)-6-methyl-1,6-dihydro-7H-pyrrolo[2,3-c]pyridin-7-one FC1=CC(=C(OC=2C(=CC(N(C2)C)=O)C=2C3=C(C(N(C2)C)=O)NC=C3)C(=C1)C([2H])([2H])[2H])C([2H])([2H])[2H]